dinonylphenethyl ether C(CCCCCCCC)C(CC1=CC=CC=C1)(CCCCCCCCC)OC(CC1=CC=CC=C1)(CCCCCCCCC)CCCCCCCCC